BrC1=C(C(=O)OC)C=CC(=C1)F methyl 2-bromo-4-fluoro-benzoate